FC1=CC=C(C=C1)C(=C1CCNCC1)C1=CC=C(C=C1)C 4-[(4-fluorophenyl)-(p-tolyl)methylene]piperidine